4-pentylnonyl 8-[2-aminoethyl-[7,7-dimethyl-8-oxo-8-(4-pentylnonoxy)octyl] amino]-2,2-dimethyl-octanoate NCCN(CCCCCCC(C(=O)OCCCC(CCCCC)CCCCC)(C)C)CCCCCCC(C(OCCCC(CCCCC)CCCCC)=O)(C)C